FC(C=1C(=C(C=CC1)[C@@H](C)NC=1C2=C(N=CN1)C=NC(=C2)C2(CC2)C=O)F)F (R)-1-(4-((1-(3-(difluoromethyl)-2-fluorophenyl)ethyl)amino)pyrido[3,4-d]pyrimidin-6-yl)cyclopropane-1-carbaldehyde